C1(CCC1)CN(C(OC(C)(C)C)=O)[C@H]1CN(CCC1)C=1N=NC(=CC1)C(C)N1C=NC(=C1)I tert-butyl (cyclobutylmethyl)((3R)-1-(6-(1-(4-iodo-1H-imidazol-1-yl)ethyl)pyridazin-3-yl)piperidin-3-yl)carbamate